(E)-N-(6-(piperidin-4-yl)hexyl)-3-(pyridin-3-yl)acrylamide N1CCC(CC1)CCCCCCNC(\C=C\C=1C=NC=CC1)=O